ClC1=CC2=C(NC(=N2)[C@@H]2[C@H](C2)C(=O)NC2(CC2)C(=O)NC2=CC(=C(C=C2)F)C(F)(F)F)C=C1 1-((1S,2S)-2-(5-Chloro-1H-benzo[d]imidazol-2-yl)cyclopropane-1-carboxamido)-N-(4-fluoro-3-(trifluoromethyl)phenyl)cyclopropane-1-carboxamide